11-(2-(dimethylamino)ethyl)eicosane CN(CCC(CCCCCCCCCC)CCCCCCCCC)C